4-(benzylsulfanyl)-3-fluoroaniline C(C1=CC=CC=C1)SC1=C(C=C(N)C=C1)F